9-fluoro-12-(4-fluorophenyl)-7-(2-oxopropyl)isoindolo[2,1-b]isoquinolin-5(7H)-one FC=1C=C2C(N3C(C4=CC=CC=C4C(=C3C2=CC1)C1=CC=C(C=C1)F)=O)CC(C)=O